tert-butyl-3-(phenyl (2H-tetrazol-5-yl) methyl)-3,6-diazabicyclo[3.1.1]heptane-6-carboxylate C(C)(C)(C)OC(=O)N1C2CN(CC1C2)C(C=2N=NNN2)C2=CC=CC=C2